(1r,4r)-4-((6-fluoro-4-methoxy-5-(quinolin-6-yl)pyrrolo[2,1-f][1,2,4]triazin-2-yl)amino)-1-methylcyclohexan-1-ol FC=1C(=C2C(=NC(=NN2C1)NC1CCC(CC1)(O)C)OC)C=1C=C2C=CC=NC2=CC1